[N+](=O)([O-])C=1N=C(C2=CC=CC=C2C1)Cl Nitrochloroisoquinoline